2,3-dihydro-benzofuran-5-carboxylic acid [2-(4-methoxy-piperidin-1-yl)-benzothiazol-5-yl]-amide COC1CCN(CC1)C=1SC2=C(N1)C=C(C=C2)NC(=O)C=2C=CC1=C(CCO1)C2